1-(4-(((7-oxabicycloheptan-3-yl)methoxy)methyl)phenyl)-1H-imidazol-3-ium C1(CC(CCCO1)COCC1=CC=C(C=C1)N1C=[NH+]C=C1)C1CCCCCC1